C(C)N(C\C=C/C1=C(C=CC(=C1)F)S(=O)(=O)NC1=C(C2=C([C@@H]3[C@H](CO2)C3(F)F)C=C1)C(=O)O)CC (1aR,7bS)-5-[2-((Z)-3-diethylaminoprop-1-enyl)-4-fluorobenzene-sulfonylamino]-1,1-difluoro-1,1a,2,7b-tetrahydrocyclopropa[c]benzopyran-4-carboxylic acid